5-(4-methyl-piperazin-1-yl)-2-(6-methyl-4-trifluoromethyl-pyridin-2-yl)-4,5,6,7-tetrahydro-2H-indazol-3-ol CN1CCN(CC1)C1CC2=C(N(N=C2CC1)C1=NC(=CC(=C1)C(F)(F)F)C)O